CC1=CC2=C(C(N3[C@@H](CO2)C[C@@H](C3)OC3=CC=C2CCC(NC2=C3)=O)=O)C(=C1)OCC(C)(C)C (2S,11aR)-8-methyl-6-(neopentyloxy)-2-((2-oxo-1,2,3,4-tetrahydroquinolin-7-yl)oxy)-2,3,11,11a-tetrahydro-1H,5H-benzo[f]pyrrolo[2,1-c][1,4]oxazepin-5-one